[(3S)-3-(1H-triazol-5-yl)pyrrolidin-1-yl]-[6-[[4-(trifluoromethylsulfonimidoyl)phenyl]methyl]-2-azaspiro[3.3]heptan-2-yl]methanone N1N=NC=C1[C@@H]1CN(CC1)C(=O)N1CC2(C1)CC(C2)CC2=CC=C(C=C2)S(=O)(=N)C(F)(F)F